[Cu].N1N=NN=C1CCC1=NN=NN1 1,2-bisTetrazol-5-ylethane copper